CC1=CC=C(C=C1)CN1CCCC1=O (2S)-1-[(4-methylphenyl)methyl]-5-oxopyrrolidin